CC1(OB(OC1(C)C)C=1C=CC=2N(C1)C=C(N2)N)C 6-(4,4,5,5-tetramethyl-1,3,2-dioxaborolan-2-yl)imidazo[1,2-a]pyridin-2-amine